ethyl (Z)-2-azido-3-[2-ethyl-1,3-thiazol-5-yl]acrylate N(=[N+]=[N-])\C(\C(=O)OCC)=C/C1=CN=C(S1)CC